aluminium zinc [Zn].[Al]